BrC=1C=C2C[C@H](CC2=CC1)OC (2S)-5-bromo-2-methoxy-2,3-dihydro-1H-indene